C1(CC1)C1=C(C(=NO1)C1=C(C=NC=C1Cl)Cl)C1=CC2(C1)CCN(CC2)C=2C=C1C(=CC=NC1=CC2)OC 6-(2-(5-Cyclopropyl-3-(3,5-dichloropyridin-4-yl)isoxazol-4-yl)-7-azaspiro[3.5]non-1-en-7-yl)-4-methoxychinolin